(3-methoxypyridin-4-yl)(methyl)((4-(5-(trifluoromethyl)-1,2,4-oxadiazol-3-yl)benzyl)imino)-λ6-sulfanone COC=1C=NC=CC1S(=O)(=NCC1=CC=C(C=C1)C1=NOC(=N1)C(F)(F)F)C